COCCC1=NC(=NO1)NCC1=C(N=NN1C)C1=CC=C(C(=N1)C)O[C@@H]1C[C@H](CCC1)C(=O)O (1S,3S)-3-({6-[5-({[5-(2-methoxyethyl)-1,2,4-oxadiazol-3-yl]amino}methyl)-1-methyl-1H-1,2,3-triazol-4-yl]-2-methylpyridin-3-yl}oxy)cyclohexane-1-carboxylic acid